1-(4-(3,5-difluorobenzyl)-3-oxo-3,4-dihydro-2H-benzo[b][1,4]thiazin-6-yl)-3-(1H-indol-3-yl)urea FC=1C=C(CN2C3=C(SCC2=O)C=CC(=C3)NC(=O)NC3=CNC2=CC=CC=C32)C=C(C1)F